BrC1=CC(=C(C(=C1)F)N1N=CC(=C1)CC#N)F 2-[1-(4-bromo-2,6-difluoro-phenyl)pyrazol-4-yl]acetonitrile